5-(2-chlorobenzyl)-3-((2,4-difluorobenzyl)amino)-6,7-difluoro-4H-benzo[e][1,2,4]thiadiazine 1,1-dioxide ClC1=C(CC2=C(C(=CC3=C2NC(=NS3(=O)=O)NCC3=C(C=C(C=C3)F)F)F)F)C=CC=C1